ClC=1C(=CC(=C(C=O)C1)O)O[C@H]1CCC2=C(C=CC=C12)C1=C(C=CC=C1)F 5-chloro-4-[(1S)-4-(2-fluorophenyl)indan-1-yl]Oxy-2-hydroxy-benzaldehyde